BrC=1C=C(C=CC1)C(=O)C1(CC1)C (3-bromophenyl)(1-methylcyclopropyl)methanone